CC([C@@H](COCCC(=O)OC)NC=1C=NNC(C1C(F)(F)F)=O)C Methyl 3-[(2S)-3-methyl-2-[[6-oxo-5-(trifluoromethyl)-1,6-dihydropyridazin-4-yl]amino]butoxy]propanoate